CN([C@H]1CN(CC1)C(=O)OC(C)(C)C)CC(F)(F)F tert-butyl (R)-3-(methyl(2,2,2-trifluoroethyl)amino)pyrrolidine-1-carboxylate